3-(6-chloropyridin-2-yl)imidazo[1,2-a]pyrazine-6-carbonitrile ClC1=CC=CC(=N1)C1=CN=C2N1C=C(N=C2)C#N